2-amino-4-[hydroxy(methyl)phosphinoyl]butanoic acid NC(C(=O)O)CCP(=O)(C)O